[SiH]1=CC=CC=C1.S1CCCCC1 Thian-Silin